5-(2-((3-(dimethylamino)propyl)amino)-6H-1,3,4-thiadiazin-5-yl)-1H-benzo[d]imidazol-2(3H)-one CN(CCCNC=1SCC(=NN1)C1=CC2=C(NC(N2)=O)C=C1)C